N-[(3-acetoxy-4-methoxypyridin-2-yl)carbonyl]-L-alanine C(C)(=O)OC=1C(=NC=CC1OC)C(=O)N[C@@H](C)C(=O)O